N1=CC=C(C=C1)CNC(C)=O N-(pyridine-4-ylmethyl)acetamid